(8S)-7-[2-[4-(4-cyclopropylphenoxy)butanoylamino]acetyl]-1,4-dioxa-7-azaspiro[4.4]nonane-8-carboxylic acid C1(CC1)C1=CC=C(OCCCC(=O)NCC(=O)N2CC3(OCCO3)C[C@H]2C(=O)O)C=C1